3'-((4-((3S,5R)-3-amino-5-methylpiperidin-1-yl)pyridin-3-yl)carbamoyl)-2,2',6,6'-Tetrafluoro-[1,1'-biphenyl]-4-carboxylic acid dihydrochloride Cl.Cl.N[C@@H]1CN(C[C@@H](C1)C)C1=C(C=NC=C1)NC(=O)C=1C(=C(C(=CC1)F)C1=C(C=C(C=C1F)C(=O)O)F)F